5-(4-fluoro-2-methoxyphenyl)-2-(1,4,9-triazaspiro[5.5]undec-9-yl)imidazo[2,1-b][1,3,4]thiadiazole FC1=CC(=C(C=C1)C1=CN=C2SC(=NN21)N2CCC1(CNCCN1)CC2)OC